(R)-1-(8-Chloro-7-(8-ethyl-7-fluoro-3-hydroxynaphthalen-1-yl)-2-(((2R,7aS)-2-fluorotetrahydro-1H-pyrrolizin-7a(5H)-yl)methoxy)pyrido[4,3-d]pyrimidin-4-yl)-3-methylpiperidin-3-ol ClC1=C(N=CC2=C1N=C(N=C2N2C[C@@](CCC2)(O)C)OC[C@]21CCCN1C[C@@H](C2)F)C2=CC(=CC1=CC=C(C(=C21)CC)F)O